Cadmium bromid [Br-].[Cd+2].[Br-]